FC(C(=O)N[C@H]1[C@@H](N(C(C1)=O)C=1C=CC=2N(C1)C=NC2C2=CC=C(C=C2)F)C2=CC=CC=C2)(C)F 2,2-difluoro-N-(trans-1-(1-(4-fluorophenyl)imidazo[1,5-a]pyridin-6-yl)-5-oxo-2-phenylpyrrolidin-3-yl)propanamide